C(C)(C)(C)OC(=O)N1CC=2N(CC1)C(=CN2)C(C2=CC=C(C=C2)N([C@@H]2C[C@@H](N(C1=CC=CC=C21)C(CC)=O)C)C(=O)OC(C)(C)C)=O 3-(4-((tert-butoxycarbonyl)((2S,4R)-2-methyl-1-propionyl-1,2,3,4-tetrahydroquinolin-4-yl)amino)benzoyl)-5,6-dihydroimidazo[1,2-a]pyrazine-7(8H)-carboxylic acid tert-butyl ester